tert-butyl 3-((6-bromo-8,9-dihydroimidazo[1',2':1,6]pyrido[2,3-d]pyrimidin-2-yl)amino)azetidine-1-carboxylate BrC1=CC2=C(N=C(N=C2)NC2CN(C2)C(=O)OC(C)(C)C)N2C1=NCC2